P(=O)(OS(=O)(=O)C1=CC=C(C)C=C1)([O-])[O-] p-toluenesulfonyl phosphate